3-(4-((6-(diethylamino)hexyl)thio)-1-oxoisoindolin-2-yl)piperidine-2,6-dione C(C)N(CCCCCCSC1=C2CN(C(C2=CC=C1)=O)C1C(NC(CC1)=O)=O)CC